O[C@H](C(=O)N)CC1OC2=CC(=CC=C2C=2NC3=C(C=C(C=C3C21)F)F)F (2S)-2-hydroxy-3-(3,8,10-trifluoro-6,11-dihydrochromeno[4,3-b]indol-6-yl)propanamide